C(C)S(=O)(=O)N1CC(CCC1)C=1N(C2=CC=CC(=C2C1C1=CC=C(C(=O)O)C=C1)O)C1=CC=C(C=C1)F 4-[2-(1-ethylsulfonyl-3-piperidinyl)-1-(4-fluorophenyl)-4-hydroxy-indol-3-yl]benzoic acid